2-amino-N-{8-hydroxy-7-methoxy-2H,3H-imidazo[1,2-c]quinazolin-5-yl}pyrimidine-5-carboxamide NC1=NC=C(C=N1)C(=O)NC1=NC=2C(=C(C=CC2C=2N1CCN2)O)OC